Methyl 4-oxo-3-(1-(2,2,3,3,3-pentafluoropropyl)-1H-pyrazol-4-yl)-2-(trifluoromethyl)-4H-pyrido[1,2-a]pyrimidine-8-carboxylate O=C1C(=C(N=C2N1C=CC(=C2)C(=O)OC)C(F)(F)F)C=2C=NN(C2)CC(C(F)(F)F)(F)F